(3S,4S)-1-Cyclobutyl-4-{[5-(2,4-difluoro-phenyl)-isoxazole-3-carbonyl]-amino}-piperidine-3-carboxylic acid [(R)-1-(3-fluoro-pyridin-2-yl)-ethyl]-amide FC=1C(=NC=CC1)[C@@H](C)NC(=O)[C@H]1CN(CC[C@@H]1NC(=O)C1=NOC(=C1)C1=C(C=C(C=C1)F)F)C1CCC1